CC1=C(C(=CC=C1)C)C1=CC(=NC(=N1)NS(=O)(=O)C=1C=NN(C1)C)N1CC(CC1)NC(OC(C)(C)C)=O tert-Butyl N-[1-[6-(2,6-dimethylphenyl)-2-[(1-methylpyrazol-4-yl)sulfonylamino]pyrimidin-4-yl]pyrrolidin-3-yl]carbamate